ClC=1C(=C(C=CC1)C(N1C(CC(CC1)(C(=O)OC)CC1=NC(=CC=C1F)NC=1SC=CN1)C)([2H])[2H])F Methyl 1-((3-chloro-2-fluorophenyl)methyl-d2)-4-((3-fluoro-6-(thiazol-2-ylamino) pyridin-2-yl)methyl)-2-methylpiperidine-4-carboxylate